methylene-1,3-dioxolan C=C1OCCO1